1-(3-carbonyl-4-fluorobenzyl)quinazoline-2,4(1h,3h)-dione C(=O)=C1CC(CN2C(NC(C3=CC=CC=C23)=O)=O)=CC=C1F